(R)-1-([1,3]dioxolo[4',5':5,6]benz[1,2-d]thiazol-7-yl-2,2-d2)-5-(prop-1-yn-1-yl)imidazolidin-2-one O1C(OC=2C=CC3=C(N=C(S3)N3C(NC[C@H]3C#CC)=O)C21)([2H])[2H]